12-octadecadienoic acid CCCCC/C=C/CCCCCC/C=C/CCC(=O)O